NC1(N=NC(=N1)N)C(=O)[O-].C(CCC)N1C=[N+](C=C1)C 1-butyl-3-methylimidazolium 3,5-diamino-1,2,4-triazolate